7-chloro-2-(2,4-dimethoxypyrimidin-5-yl)-4-(3,3-dimethylpyrrolidin-1-yl)pyrazolo[1,5-a]pyrazine ClC1=CN=C(C=2N1N=C(C2)C=2C(=NC(=NC2)OC)OC)N2CC(CC2)(C)C